O=C1N(CC2=CC(=CC=C12)CN1CCN(CC1)C1=NC=CN=C1)C1C(NC(CC1)=O)=O 3-(1-oxo-5-((4-(pyrazin-2-yl)piperazin-1-yl)methyl)isoindolin-2-yl)piperidine-2,6-dione